2-(2-((7-(3-(1-amino-2-methylpropyl)phenyl)benzofuran-5-yl)methoxy)phenyl)acetic acid NC(C(C)C)C=1C=C(C=CC1)C1=CC(=CC=2C=COC21)COC2=C(C=CC=C2)CC(=O)O